3-((t-butoxycarbonyl)amino)-4-methoxy-1H-pyrrole-2-carboxylic acid methyl ester COC(=O)C=1NC=C(C1NC(=O)OC(C)(C)C)OC